CN1N=CC(=C1)N=NC1=C(C=CC=C1)O ((1-methyl-1H-pyrazol-4-yl)diazenyl)phenol